1-(1-octyl)-2-ethylpyridinium C(CCCCCCC)[N+]1=C(C=CC=C1)CC